3-[5-[5-[(3-methoxy-4-nitro-phenyl)methyl-methyl-amino]pentyl]-3-methyl-2-oxo-benzimidazol-1-yl]piperidine-2,6-dione COC=1C=C(C=CC1[N+](=O)[O-])CN(CCCCCC1=CC2=C(N(C(N2C)=O)C2C(NC(CC2)=O)=O)C=C1)C